5-[(4R,10bS)-4-methyl-8-[(3R,4R)-3-hydroxy-4-(methylamino)pyrrolidin-1-yl]-3,4,6,10b-tetrahydro-1H-pyrazino[2,1-a]isoindol-2-yl]quinoline-8-carbonitrile C[C@@H]1CN(C[C@H]2N1CC1=CC(=CC=C21)N2C[C@H]([C@@H](C2)NC)O)C2=C1C=CC=NC1=C(C=C2)C#N